C[C@@H]1N[C@@H](C[C@]2(C1)OC[C@H](C1=C2C=C(S1)C(F)(F)F)O)C=1N=NN(C1)C (2'S,4S,6'S,7R)-2'-methyl-6'-(1-methyltriazol-4-yl)-2-(trifluoromethyl)spiro[6,7-dihydrothieno[3,2-c]pyran-4,4'-piperidine]-7-ol